N-[TRIS(hydroxymethyl)methyl]-3-amino-2-hydroxypropansulfonic acid C(C(CS(=O)(=O)O)O)NC(CO)(CO)CO